CN(C(OC(C)(C)C)=O)C1=CC2=CC=CC=C2C=C1 tert-butyl N-methyl-N-(naphthalene-2-yl)carbamate